2-(4-(bis(2-chloroethyl)amino)phenyl)-N-(5-((5-tert-butyloxazol-2-yl)methylthio)thiazol-2-yl)acetamide ClCCN(C1=CC=C(C=C1)CC(=O)NC=1SC(=CN1)SCC=1OC(=CN1)C(C)(C)C)CCCl